COC(C(CC(CCCCC=C)C)C)=O (-)-2,4-dimethyl-9-decenoic acid methyl ester